C(C1=CC=CC=C1)OC=1C=C2C(=C(N(C2=CC1)C1=CC(=C(C=C1)F)C)C(C)C)C1CC2(CC(C2)(C(=O)OC)F)C1 Methyl 6-[5-benzyloxy-1-(4-fluoro-3-methyl-phenyl)-2-isopropyl-indol-3-yl]-2-fluoro-spiro[3.3]heptane-2-carboxylate